O=C1NC(CCC1N1C(C2=CC(=C(C=C2C1=O)N1CCN(CC1)CC(=O)N)F)=O)=O 4-(2-(2,6-dioxopiperidin-3-yl)-6-fluoro-1,3-dioxoisoindoline-5-yl)piperazin-1-yl-acetamide